3-(3,4-dihydronaphthalen-2-yl)-2,2-difluoro-1,3-diphenylpropan-1-one C1=C(CCC2=CC=CC=C12)C(C(C(=O)C1=CC=CC=C1)(F)F)C1=CC=CC=C1